FC(N1N=C(C=C1)CN1C(C2=CC=C(C=C2C=N1)S(=O)(=O)C1=CC=CC=C1)=O)F ((1-(difluoromethyl)-1H-pyrazol-3-yl)methyl)-6-(phenylsulfonyl)phthalazin-1(2H)-one